3-(2-(3-(3-amino-4-(3-(1-methyl-2,4-dioxo-1,4-dihydroquinazolin-3(2H)-yl)propanoyl)phenyl)-2-oxoindolin-3-yl)ethyl)-1-methylquinazoline NC=1C=C(C=CC1C(CCN1C(N(C2=CC=CC=C2C1=O)C)=O)=O)C1(C(NC2=CC=CC=C12)=O)CCN1CN(C2=CC=CC=C2C1)C